C(C1=CC=CC=C1)N[C@@H]1C[C@@H]([C@H](CC1)O)C |r| rac-(1S,2S,4S)-4-(benzylamino)-2-methylcyclohexan-1-ol